trans-6-(hydroxymethyl)-4',5,6,7'-tetrahydro-2H,4H-spiro[pyran-3,2'-Pyrrolo[3',2':5,6]pyrido[3,4-b]pyrazin]-3'(1'H)-one OCC1CCC2(NC3=C(NC2=O)C=NC2=C3C=CN2)CO1